COC=1C=CC=2C3=C(C=NC2N1)COC(N3C3=CC=C1CCN(CC1=C3)S(=O)(=O)NC([O-])=O)=O ((7-(8-methoxy-2-oxo-2H-[1,3]oxazino[5,4-c][1,8]naphthyridin-1(4H)-yl)-3,4-Dihydroisoquinolin-2(1H)-yl)sulfonyl)carbamate